F[C@@]1(C[C@H](O)[C@@H](CO)O1)N1C(=NC=2C(=O)NC(N)=NC12)Br deoxy-(3'S)-fluoro-8-bromoguanosine